2-isopropyl-2,3-dihydro-1H-indene C(C)(C)C1CC2=CC=CC=C2C1